COC1=CC=C(CCNCC2=CC(=NC=C2)C=2C=C3CN(C(C3=CC2)=O)C2C(NC(CC2)=O)=O)C=C1 3-(5-(4-(((4-methoxyphenethyl)amino)methyl)pyridin-2-yl)-1-oxoisoindolin-2-yl)piperidine-2,6-dione